C(C(=C)C)(=O)OCCC[Si](OC)(OC)OC γ-methacryloxypropyltrimethoxyl-silane